COC=1C=C(C=CC1[N+](=O)[O-])S(=O)(=O)N(COCC[Si](C)(C)C)C 3-methoxy-N-methyl-4-nitro-N-{[2-(trimethylsilyl)ethoxy]methyl}benzene-sulfonamide